C(C)(C)(C)OC(=O)N[C@H]1C[C@@H](CC1)C(=O)O (1r,3r)-3-(tert-butoxycarbonylamino)cyclopentanecarboxylic acid